[Sn+4].[Nb+5].FC1=CC=C(C=C1)S(=O)(=O)[O-].FC1=CC=C(C=C1)S(=O)(=O)[O-].FC1=CC=C(C=C1)S(=O)(=O)[O-].FC1=CC=C(C=C1)S(=O)(=O)[O-].FC1=CC=C(C=C1)S(=O)(=O)[O-].FC1=CC=C(C=C1)S(=O)(=O)[O-].FC1=CC=C(C=C1)S(=O)(=O)[O-].FC1=CC=C(C=C1)S(=O)(=O)[O-].FC1=CC=C(C=C1)S(=O)(=O)[O-] 4-fluorobenzenesulphonate niobium-tin